(2R)-6-(Benzyloxy)-5-[(2-tert-butoxy-2-oxoethyl)amino]-4-fluoro-2-({[tri(propan-2-yl)silyl]oxy}methyl)-2,3-dihydro-1H-indole-1-carboxylic acid tert-butyl ester C(C)(C)(C)OC(=O)N1[C@H](CC2=C(C(=C(C=C12)OCC1=CC=CC=C1)NCC(=O)OC(C)(C)C)F)CO[Si](C(C)C)(C(C)C)C(C)C